C(C)OC(CN1N=C(C=C1C(=O)OCC1=CC=CC=C1)C)=O benzyl 2-(2-ethoxy-2-oxo-ethyl)-5-methyl-pyrazole-3-carboxylate